CN1CCC2(CC1)OC1=C(C2)C=C(C=C1)CN[C@H]1COCC1 (R)-N-((1'-methyl-3H-spiro[benzofuran-2,4'-piperidin]-5-yl)methyl)tetrahydrofuran-3-amine